m-xylylenebisstearamide C1(=CC(=CC=C1)CCCCCCCCCCCCCCCCCCC(=O)N)CCCCCCCCCCCCCCCCCCC(=O)N